methyl 9-(((3-amino-1-(tert-butoxycarbonyl) pyrrolidin-3-yl)methyl)amino)-3-methoxythieno[3,2-f]quinoxaline-8-carboxylate NC1(CN(CC1)C(=O)OC(C)(C)C)CNC1=C(SC2=C1C=1N=CC(=NC1C=C2)OC)C(=O)OC